7-Fluoro-5-methyl-6-nitro-1,2,3,4-tetrahydroisoquinoline FC1=C(C(=C2CCNCC2=C1)C)[N+](=O)[O-]